(E)-4-(((dimethylamino)methylene)amino)-3-methylpyrazolo[1,5-a]quinoxalin CN(C)\C=N\C=1C=2N(C3=CC=CC=C3N1)N=CC2C